6-(2-methoxyethoxy)-1-(2-methoxyethyl)indole COCCOC1=CC=C2C=CN(C2=C1)CCOC